2-fluoro-cyclopropanamide FC1C(C1)C(=O)N